C(C=C)[C@H](CO)[C@H](C)O (2R,3S)-2-ALLYLBUTANE-1,3-DIOL